1-((1r,3r)-3-((tert-butyldimethylsilyl)oxy)cyclobutyl)-4-methyl-5-(trifluoromethyl)-1H-pyrazole [Si](C)(C)(C(C)(C)C)OC1CC(C1)N1N=CC(=C1C(F)(F)F)C